C1(CC1)CS(=O)(=O)C=1C=C2CN(C(C2=CC1)C(=O)O)C(=O)OC1C2=CC=CC=C2C=2C=CC=CC12 5-[(Cyclopropylmethyl)sulfonyl]-2-[(9H-fluoren-9-yloxy)carbonyl]-2,3-dihydro-1H-isoindole-1-carboxylic Acid